3-(4-cyanophenyl)pyridine C(#N)C1=CC=C(C=C1)C=1C=NC=CC1